C(=O)(OC(C)(C)C)N[C@@H](CCC)C(=O)O Boc-L-norvaline